2,6-dibromo-pyridine BrC1=NC(=CC=C1)Br